OC(=O)N(C=C)C1=CC=CC=C1 hydroxyphenyl-vinylformamide